FC1=CC(=C(C=C1)NC=1C2=C(N=CN1)C=CC(=N2)C=2C=NN(C2)C2CCNCC2)OC(C)C N-(4-fluoro-2-isopropoxyphenyl)-6-(1-(piperidin-4-yl)-1H-pyrazol-4-yl)pyrido[3,2-d]pyrimidin-4-amine